FC1=C(C=C(C=C1)NC(=O)C1=C(N(C(=C1C)C(C(=O)NC1CCC(CC1)N1CCOCC1)=O)C)C)C N-(4-fluoro-3-methylphenyl)-1,2,4-trimethyl-5-(2-(((1s,4s)-4-morpholinocyclohexyl)amino)-2-oxoacetyl)-1H-pyrrole-3-carboxamide